NC1=C(C=CC(=C1F)NCC1=CC=C(C=C1)C(F)(F)F)NC(CCC#C)=O N-(2-amino-3-fluoro-4-((4-(trifluoromethyl)benzyl)amino)phenyl)pent-4-ynamide